F[C@H]1C[C@@]2(CC(CN2C1)=C)C(=O)OC methyl (2S,7aS)-2-fluoro-6-methylenetetrahydro-1H-pyrrolizine-7a(5H)-carboxylate